2-((S)-1-Acryloyl-4-((S)-2-((3S,4S)-3-(dimethylamino)-4-methoxypyrrolidin-1-yl)-7-(8-fluoro-3,4-dihydroquinolin-1(2H)-yl)-5,6,7,8-tetrahydroquinazolin-4-yl)piperazin-2-yl)acetonitrile C(C=C)(=O)N1[C@H](CN(CC1)C1=NC(=NC=2C[C@H](CCC12)N1CCCC2=CC=CC(=C12)F)N1C[C@@H]([C@H](C1)OC)N(C)C)CC#N